CN([C@H]1C[C@H](C1)NS(=O)(=O)CCC)C=1C2=C(N=CN1)NC=C2 N-{cis-3-[methyl(7H-pyrrolo[2,3-d]pyrimidin-4-yl)amino]cyclobutyl}-propane-1-sulfonamide